methylpyrazine-1-carboxamide CC1N(C=CN=C1)C(=O)N